1-(3-(3,5-dibromo-1H-pyrazol-1-yl)phenyl)piperidine BrC1=NN(C(=C1)Br)C=1C=C(C=CC1)N1CCCCC1